ClC1=NC=C(C2=CC=C(C=C12)OC(C)C)C1=C(C=CC=C1)C 1-chloro-7-isopropoxy-4-(o-tolyl)isoquinoline